SC(C(S)S)(C1=NN=NC=C1)S dimercaptotriazine-ethanedithiol